2-(2-(diethylamino)ethoxy)-N-(2-methoxynaphthalen-1-yl)-N-methylnaphthalen-1-amine 2,2,2-trifluoroacetate salt FC(C(=O)O)(F)F.C(C)N(CCOC1=C(C2=CC=CC=C2C=C1)N(C)C1=C(C=CC2=CC=CC=C12)OC)CC